2-(3-Fluoro-1-(1-(oxetan-3-ylmethyl)-1H-pyrazolo[3,4-b]pyrazin-6-yl)piperidin-3-yl)-5-(6-(trifluoromethyl)pyridin-2-yl)-1,3,4-thiadiazole FC1(CN(CCC1)C1=CN=C2C(=N1)N(N=C2)CC2COC2)C=2SC(=NN2)C2=NC(=CC=C2)C(F)(F)F